C1(=C(C=C(C=C1)C)C)C1=NC(=NC(=N1)C1=C(C=C(C=C1)C)C)C1=C(C=C(C=C1)OCCCCCCCC)O 2-[4,6-bis(2,4-xylyl)-1,3,5-triazin-2-yl]-5-(octyloxy)phenol